(3-aminopropyl)pentamethyl-disiloxane NCCC[Si](O[Si](C)(C)C)(C)C